5,6,7,8-tetrahydropyrido[3,4-d]pyrimidine N1=CN=CC2=C1CNCC2